C(C)(C)(C)OC1C(=C(C(O1)=O)Br)Br 5-tert-butoxy-3,4-dibromo-2(5H)furanone